C(CCCCCCCCC)C=1C(C(=CC(C1)=O)CCCCCCCCCC)=O 2,6-didecylbenzoquinone